COC=1C=C(CN(C(=O)OCOCCC(CCOCOC(=O)N(CC2=CC(=CC=C2)OC)CC2=CC(=CC=C2)OC)N(C)C)CC2=CC(=CC=C2)OC)C=CC1.[O].[Ca] calcium oxygen 1-[bis(3-methoxybenzyl)aminocarbonyloxymethoxy]-5-[bis(3-methoxybenzyl)aminocarbonyloxymethoxy]-3-(dimethylamino)pentane